4-methylphenylsulfonyl-2-naphthoyl-diazomethane tert-butyl-(3S)-3-formylpiperidine-1-carboxylate C(C)(C)(C)OC(=O)N1C[C@H](CCC1)C=O.CC1=CC=C(C=C1)S(=O)(=O)C(=[N+]=[N-])C(=O)C1=CC2=CC=CC=C2C=C1